1-ethylimidazole chloride salt [Cl-].C(C)N1C=NC=C1